1-[(4-[[(tert-butyldimethylsilyl)oxy]methyl]-2-(2-hydroxypropan-2-yl)-1,3-thiazol-5-yl)sulfonyl]urea [Si](C)(C)(C(C)(C)C)OCC=1N=C(SC1S(=O)(=O)NC(=O)N)C(C)(C)O